4-(((5'-chloro-2'-((1-(3-(2,6-dioxopiperidin-3-yl)benzyl)piperidin-4-yl)amino)-[2,4'-bipyridyl]-6-yl)amino)methyl)tetrahydro-2H-pyran-4-carbonitrile ClC=1C(=CC(=NC1)NC1CCN(CC1)CC1=CC(=CC=C1)C1C(NC(CC1)=O)=O)C1=NC(=CC=C1)NCC1(CCOCC1)C#N